tert-butyl azide C(C)(C)(C)N=[N+]=[N-]